The molecule is a glycoside that consists of a beta-1,3-linked nonaglucan backbone with a beta-1,3-glucotetraose branch at the 6-O-position of the nonaglucan central sugar unit and with a 2-aminoethoxy moiety at the reducing-end anomeric centre. It is a glycoside and an oligosaccharide derivative. It derives from a beta-D-Glc-(1->3)-beta-D-Glc-(1->3)-beta-D-Glc-(1->3)-beta-D-Glc-(1->3)-[beta-D-Glc-(1->3)-beta-D-Glc-(1->3)-beta-D-Glc-(1->3)-beta-D-Glc-(1->6)]-beta-D-Glc-(1->3)-beta-D-Glc-(1->3)-beta-D-Glc-(1->3)-beta-D-Glc-(1->3)-beta-D-Glc. C(CO[C@H]1[C@@H]([C@H]([C@@H]([C@H](O1)CO)O)O[C@H]2[C@@H]([C@H]([C@@H]([C@H](O2)CO)O)O[C@H]3[C@@H]([C@H]([C@@H]([C@H](O3)CO)O)O[C@H]4[C@@H]([C@H]([C@@H]([C@H](O4)CO)O)O[C@H]5[C@@H]([C@H]([C@@H]([C@H](O5)CO[C@H]6[C@@H]([C@H]([C@@H]([C@H](O6)CO)O)O[C@H]7[C@@H]([C@H]([C@@H]([C@H](O7)CO)O)O[C@H]8[C@@H]([C@H]([C@@H]([C@H](O8)CO)O)O[C@H]9[C@@H]([C@H]([C@@H]([C@H](O9)CO)O)O)O)O)O)O)O)O[C@H]1[C@@H]([C@H]([C@@H]([C@H](O1)CO)O)O[C@H]1[C@@H]([C@H]([C@@H]([C@H](O1)CO)O)O[C@H]1[C@@H]([C@H]([C@@H]([C@H](O1)CO)O)O[C@H]1[C@@H]([C@H]([C@@H]([C@H](O1)CO)O)O)O)O)O)O)O)O)O)O)O)N